1-(3-chloro-4-(piperazin-1-yl)phenyl)butan-1-one ClC=1C=C(C=CC1N1CCNCC1)C(CCC)=O